1-(3-(sec-butyl)-2-oxo-2,3,4,5-tetrahydro-1H-benzo[1,4]diazepine-4-carbonyl)-N-methylpyrrolidine-3-carboxamide C(C)(CC)C1C(NC2=C(CN1C(=O)N1CC(CC1)C(=O)NC)C=CC=C2)=O